N1(CC(C1)C(=O)OC)C(=O)OCC1=CC=CC=C1 1-benzyl 3-methyl azetidine-1,3-dicarboxylate